C(C)(C)(C)OC(=O)N1C(CNCC1)C(C)=O acetyl-piperazine-1-carboxylic acid tert-butyl ester